ClC1=CC=NC2=CC(=C(C=C12)C(=O)NC)OCC(C)=O 4-Chloro-N-methyl-7-(2-oxopropoxy)quinoline-6-carboxamide